C(C1=CC=CC=C1)N1CC2C3C(NC(C(C31)CCC)(C2)C(=O)NC2CCCCC2)=O 1-benzyl-N-cyclohexyl-4-oxo-7-propyloctahydro-6H-3,6-methanopyrrolo[3,2-c]pyridine-6-carboxamide